C1(=CC=CC2=CC=CC=C12)CN1CCC1 (naphthalen-1-ylmethyl)azetidine